C(\C=C(/C)\CCC=C(C)C)S=C1N([C@H]2[C@H](O)[C@H](O)[C@@H](CO)O2)C=CC(N1)=O S-Geranyl-2-thiouridine